3-(difluoromethoxy)-4-(5-(3,5-dimethylisoxazol-4-yl)-1-phenyl-1H-pyrrolo[2,3-b]pyridin-3-yl)benzoic acid FC(OC=1C=C(C(=O)O)C=CC1C1=CN(C2=NC=C(C=C21)C=2C(=NOC2C)C)C2=CC=CC=C2)F